ClC=1C2=C(N=CN1)C=NC(=C2)N2CCN(C1(CC1)C2)C(=O)OC(C)(C)C tert-butyl 7-(4-chloropyrido[3,4-d]pyrimidin-6-yl)-4,7-diazaspiro[2.5]octane-4-carboxylate